C(C)(C)(C)OC(C1=CC(=NC(=C1)[C@@H](C)C1=NC=CC=C1)C(NC)=O)=O |r| (±)-2-(methylcarbamoyl)-6-(1-(pyridin-2-yl)ethyl)isonicotinic acid tert-butyl ester